(R)-5-[2-(tert-butylamino)-1-hydroxyethyl]-2-hydroxybenzaldehyde C(C)(C)(C)NC[C@H](O)C=1C=CC(=C(C=O)C1)O